FCC=1C=C(C=NC1C)C1=NC(C(C2=CC=CC=C12)(F)F)(C)C 1-(5-(fluoromethyl)-6-methylpyridin-3-yl)-4,4-difluoro-3,3-dimethyl-3,4-dihydroisoquinoline